BrCCOCCOCCOCCNC(OC(C)(C)C)=O t-Butyl (2-(2-(2-(2-bromoethoxy)ethoxy)ethoxy)ethyl)carbamate